C(C1=CC=CC=C1)OC(CNC(CC=1N=C(SC1)C1=CC=C2C=CC(=CC2=C1)OCCN1CCN(CC1)C(=O)OC(C)(C)C)=O)=O Tert-Butyl 4-(2-((7-(4-(2-((2-(Benzyloxy)-2-Oxoethyl)Amino)-2-Oxoethyl)Thiazol-2-yl)Naphthalen-2-yl)Oxy)Ethyl)Piperazine-1-Carboxylate